Bis-biphenyl-4-yl-[4-(9,9'-diphenyl-9H,9'H-[1,2']bicarbazolyl-8-yl)-phenyl]amine C1(=CC=C(C=C1)N(C1=CC=C(C=C1)C=1C=CC=C2C=3C=CC=C(C3N(C12)C1=CC=CC=C1)C1=CC=2N(C3=CC=CC=C3C2C=C1)C1=CC=CC=C1)C1=CC=C(C=C1)C1=CC=CC=C1)C1=CC=CC=C1